FC=1C=C(C(=O)NC2=CN=C(S2)N2CCCCC2)C=C(C1O)C=O 3-fluoro-5-formyl-4-hydroxy-N-(2-(piperidin-1-yl)thiazol-5-yl)benzamide